COC1=C(C=CC(=C1)OCCCN1[C@@H](CCC1)C)N1C(=NC2=CC=C(C=C2C1=O)S(F)(F)(F)(F)F)C (R)-3-(2-methoxy-4-(3-(2-methylpyrrolidin-1-yl)propoxy)phenyl)-2-methyl-6-(pentafluorosulfanyl)quinazolin-4(3H)-one